OC1=CC=C(C=C1)NC(C(CC)C)=O N-(4-hydroxyphenyl)-2-methylbutanamide